6-(6-((tert-butyldimethylsilyl)ethynyl)-4-methylpyridin-3-yl)-5-(4-((4-methyl-pyrimidin-2-yl)oxy)phenyl)-7-((2-(trimethylsilyl)ethoxy)methyl)-7H-pyrrolo[2,3-d]pyrimidin-4-amine [Si](C)(C)(C(C)(C)C)C#CC1=CC(=C(C=N1)C1=C(C2=C(N=CN=C2N)N1COCC[Si](C)(C)C)C1=CC=C(C=C1)OC1=NC=CC(=N1)C)C